ICCCCCNC(OCC=1C2=CC=CC=C2C=C2C=CC=CC12)=O anthracen-9-ylmethyl (5-iodopentyl)carbamate